(R)-8-(L-alanyl)-3-(2-((S)-4-(4-fluorophenyl)-2-methylpiperazin-1-yl)ethyl)-2-oxa-8-azaspiro[4.5]decan-1-one N[C@@H](C)C(=O)N1CCC2(C[C@@H](OC2=O)CCN2[C@H](CN(CC2)C2=CC=C(C=C2)F)C)CC1